(±)-cis-2-((3-ethoxypiperidin-4-yl)oxy)-5-isopropoxypyridine C(C)O[C@@H]1CNCC[C@@H]1OC1=NC=C(C=C1)OC(C)C |r|